C(#N)[C@@]1(CC12CC2)C=2C=C1C=C(N=CC1=CC2)NC(=O)C2CC(C2)C(C)(C)O (1R,3R)-N-(6-((R)-1-cyanospiro[2.2]pentan-1-yl)isoquinolin-3-yl)-3-(2-hydroxypropan-2-yl)cyclobutane-1-carboxamide